C(C)(C)(C)N(C(O)=O)CC1C=C(CC1)C1=C2C(N(CC2=CC=C1)C1C(NC(CC1)=O)=O)=O.C(C)C1=C(OCC(C(=O)NC2CCN(CC2)C)(C)C)C=CC=C1 3-(2-ethylphenoxy)-2,2-dimethyl-N-(1-methylpiperidin-4-yl)propanamide tert-Butyl-((3-(2-(2,6-dioxopiperidin-3-yl)-3-oxoisoindolin-4-yl)cyclopent-2-en-1-yl)methyl)carbamate